CC1(NC(CC(C1)OC(=O)CC(C(CC(=O)OC1CC(NC(C1)(C)C)(C)C)C(=O)OC1CC(NC(C1)(C)C)(C)C)C(=O)OC1CC(NC(C1)(C)C)(C)C)(C)C)C.ClC1=NC=C(C(=C1)N1C(C(C2=CC=C(C=C12)C(F)(F)F)C)=O)OC (2-chloro-5-methoxy-4-pyridyl)-3-methyl-6-(trifluoromethyl)indolin-2-one tetrakis(2,2,6,6-tetramethyl-4-piperidyl)-1,2,3,4-butanetetracarboxylate